N-(4,4-difluorotetrahydrofuran-3-yl)-5-((2-hydroxypyridin-3-yl)methoxy)-2-methylbenzofuran FC1(C(COC1)N1C(C(=CC=C1)COC=1C=CC2=C(C=C(O2)C)C1)O)F